N1C=CC2=CC(=CC=C12)C1=CC=C2C=NC(=NC2=C1)NC=1C=CC(=C(C1)NC(=O)C1=CC=C(C(=O)OCC)C=C1)C ethyl 4-((5-((7-(1H-indol-5-yl)quinazolin-2-yl)amino)-2-methylphenyl)carbamoyl)benzoate